C[C@@H]1N(CCN(C1)C1=C2C(=NC=C1)N(CC2)C(NC2=CC=1C(C=N2)=NN(C1)C)=O)C(=O)OC(C)(C)C tert-butyl (S)-2-methyl-4-(1-((2-methyl-2H-pyrazolo[3,4-c]pyridin-5-yl)carbamoyl)-2,3-dihydro-1H-pyrrolo[2,3-b]pyridin-4-yl)piperazine-1-carboxylate